l-meta-iodobenzylguanidine IC=1C=C(CNC(=N)N)C=CC1